[N+](=O)([O-])C(CC(=O)O)CCCCCCCCCCCC(=O)O 3-nitro-pentadecanedioic acid